ClC1=NC=CC(=C1)N1C[C@@H](CC1)C(=O)O (R)-1-(2-chloropyridin-4-yl)pyrrolidine-3-carboxylic acid